(4-nitro-1H-indol-1-yl)(phenyl)methanone [N+](=O)([O-])C1=C2C=CN(C2=CC=C1)C(=O)C1=CC=CC=C1